ClC=1C=C(C=C(C1)Cl)C(CC(=O)NC1=CC(=C(C=C1)Cl)C(=O)NC1=C(C=C(C=C1)F)F)C(F)(F)F 3,5-dichloro-N-[4-chloro-3-[[(2,4-difluorophenyl)amino]carbonyl]phenyl]-β-(trifluoro-methyl)benzenepropanamide